CC(C(=O)O)(C)N1C(N(C2=C(C1=O)C(=C(S2)C=2OC=CN2)C)C[C@@H](C2=C(C=CC=C2)COC(C)C)OC2CCOCC2)=O 2-methyl-2-[5-methyl-1-[(2R)-2-(oxacyclohex-4-yloxy)-2-[2-[(prop-2-yloxy)methyl]phenyl]ethyl]-6-(1,3-oxazol-2-yl)-2,4-dioxo-1H,2H,3H,4H-thieno[2,3-d]pyrimidin-3-yl]propionic acid